CCOC(=O)CC[C@]1([C@@H](CC=C([C@@H]1CC[C@H]2C(=C)CC[C@@H]3[C@@]2(CC[C@@H](C3(C)C)O)C)C)C(=C)C)C The molecule is a triterpenoid that is the ethyl ester of lansiolic acid. It has been isolated from the twigs of Lansium domesticum. It has a role as a metabolite, an antibacterial agent and a plant metabolite. It is a triterpenoid, a secondary alcohol and an ethyl ester. It derives from a lansiolic acid.